CC1(C2C3C4C=CC(C3C(C1)C2)C4)C(=O)OC(C)C 8-methyl-8-isopropyloxycarbonyltetracyclo[4.4.0.12,5.17,10]-3-dodecene